C(C)OC1=CC(=NC=C1C#N)C(C)N1C(C2=CC(=CC(=C2CC1)C=1C(=NN(C1)C)C(F)(F)F)CCN(C)CC)=O 4-ethoxy-6-(1-(7-(2-(ethyl(methyl)amino)ethyl)-5-(1-methyl-3-(trifluoromethyl)-1H-pyrazol-4-yl)-1-oxo-3,4-dihydroisoquinolin-2(1H)-yl)ethyl)nicotinonitrile